6-(3-isopropyl-5-(piperidin-4-yl)-1H-indol-2-yl)-N-(2-methoxyethyl)-8-methylimidazo[1,2-a]pyridine-2-carboxamide C(C)(C)C1=C(NC2=CC=C(C=C12)C1CCNCC1)C=1C=C(C=2N(C1)C=C(N2)C(=O)NCCOC)C